C(C)(C)(C)OC(NCC1CN(CC1)C(NC1=CC=C(C=C1)OC(F)(F)F)=O)=O.COC1=C(C(=CC=C1)C)C1=NC=CC=N1 2-(2-methoxy-6-methyl-phenyl)pyrimidine tert-Butyl-N-[(1-{[4-(trifluoromethoxy)phenyl]carbamoyl}pyrrolidin-3-yl)methyl]carbamate